1-(3-((1-isopropyl-6-((3-methoxypyrazin-2-yl)amino)-1H-pyrrolo[3,2-c]pyridin-4-yl)oxy)pyrrolidin-1-yl)prop-2-en-1-one C(C)(C)N1C=CC=2C(=NC(=CC21)NC2=NC=CN=C2OC)OC2CN(CC2)C(C=C)=O